FC1(CC(C1)N1C(=NC2=NC=C(C=C21)C=2C=CN1N=C(N=CC12)C1(CC(C1)N)N)C)F 1-(5-(1-(3,3-difluorocyclobutyl)-2-methyl-1H-imidazo[4,5-b]pyridin-6-yl)pyrrolo[2,1-f][1,2,4]triazin-2-yl)cyclobutane-1,3-diamine